C(C)C=1C(=C(C(=C(C1)O)C)CC)CC triethyl-2-methylphenol